Diethyl (4-((7,9-difluoro-4-chloro-2-isopropyl-5H-pyrimido[5,4-b]indol-5-yl)methyl)benzyl)phosphonate FC=1C=C(C=2C3=C(N(C2C1)CC1=CC=C(CP(OCC)(OCC)=O)C=C1)C(=NC(=N3)C(C)C)Cl)F